C(CCC)C1(NC(NC1=O)=O)C1=CC=C(C(=O)O)C=C1 4-(4-butyl-2,5-dioxo-imidazolidin-4-yl)benzoic acid